3-Oxo-8,8-dimethyl-2-azaspiro[4.5]decane-2-carboxylate O=C1N(CC2(C1)CCC(CC2)(C)C)C(=O)[O-]